FC=1C=C(C=C(C1C)NC(=O)C1=CN=C2N1C=CC(=C2)C)C2=NC(=NO2)C2CN(C2)C(=O)OC methyl 3-(5-(3-fluoro-4-methyl-5-(7-methylimidazo[1,2-a]pyridine-3-carboxamido)phenyl)-1,2,4-oxadiazol-3-yl)azetidine-1-carboxylate